C(CN(CC1=NC2=C(C=CC=C2C=C1)O)CC(=O)O)N(CC1=NC2=C(C=CC=C2C=C1)O)CC(=O)O 2'-(ethane-1,2-diylbis(((8-hydroxyquinolin-2-yl)methyl)azanediyl))diacetic acid